tert-butyl N-[3-methyl-5-[[2-[5-methyl-2-[6-(trifluoromethyl)-3-pyridyl]-1-piperidyl]-2-oxo-acetyl]amino]-2-pyridyl]carbamate CC=1C(=NC=C(C1)NC(C(=O)N1C(CCC(C1)C)C=1C=NC(=CC1)C(F)(F)F)=O)NC(OC(C)(C)C)=O